(R)-N-(1-cyclopropyl-2-carbonylazetidin-3-yl)-8-(methylamino)-6-((2-carbonyl-2H-[1,2'-bipyridinyl]-3-yl)amino)imidazo[1,2-b]pyridazine-3-carboxamide C1(CC1)N1C([C@@H](C1)NC(=O)C1=CN=C2N1N=C(C=C2NC)NC=2C(N(C=CC2)C2=NC=CC=C2)=C=O)=C=O